C(C)OC1=C(C=C2CCN([C@H](C2=C1)\C=C\C1=CNC2=CC=C(C=C12)OC)C=O)OC (S,E)-7-ethoxy-6-methoxy-1-(2-(5-methoxy-1H-indol-3-yl)vinyl)-3,4-dihydroisoquinolin-2(1H)-formaldehyde